FC1=C(CN2CC(C2)C(=O)O)C=CC(=C1)C1=NC(=NO1)C1=CC=C(C=C1)CC(C)C 1-(2-fluoro-4-(3-(4-isobutylphenyl)-1,2,4-oxadiazol-5-yl)benzyl)azetidine-3-carboxylic acid